CC=1C=C(C=CC1O)C1=CC=C(C=C1)C1=CC(=C(C=C1)O)C 3,3''-dimethyl-[1,1':4',1''-terphenyl]-4,4''-diol